BrC=1SC2=C(N1)C=C(C1=C2CC(O1)CO)F (2-bromo-5-fluoro-7,8-dihydrobenzofuro[5,4-d]thiazol-7-yl)methanol